Cl.C=1N=CN2C1C(NC=C2)=O imidazo[1,5-a]pyrazin-8(7H)-one hydrochloride